C(C=C)(=O)N1C2COCC1CN(C2)C(=O)N2CCC(CC2)N2N=CC(=C2)C=2C=C(C=1N(C2)N=CC1C#N)OC 6-(1-(1-(9-acryloyl-3-oxa-7,9-diazabicyclo[3.3.1]nonane-7-carbonyl)piperidin-4-yl)-1H-pyrazol-4-yl)-4-methoxypyrazolo[1,5-a]pyridine-3-carbonitrile